1-((2R,3R,4R,5R)-3,4-diacetoxy-5-(acetoxymethyl)tetrahydrofuran-2-yl)-3-((2-(3-methyl-2,6-dioxo-7-propyl-2,3,6,7-tetrahydro-1H-purin-1-yl)ethoxy)carbonyl)pyridine C(C)(=O)O[C@H]1[C@@H](O[C@@H]([C@H]1OC(C)=O)COC(C)=O)N1CC(=CC=C1)C(=O)OCCN1C(N(C=2N=CN(C2C1=O)CCC)C)=O